CC1CC(CCC1)C(COC)(COC)CCC1CCCC1 2-(3-methylcyclohexyl)-2-(cyclopentylethyl)-1,3-dimethoxypropane